FC=1C=C(C=NC1)C1CC2(CNC2)C1 6-(5-Fluoro-3-pyridinyl)-2-azaspiro[3.3]heptane